2-fluoro-5-(2-hydroxy-prop-2-yl)thieno[2',3':4,5]Pyrrolo[1,2-d][1,2,4]Triazine FC1=CC2=C(C=C3N2C(=NN=C3)C(C)(C)O)S1